Methoxymethylenecyclohexaneenol COC=C1C=C(CCC1)O